Sodium triflate [O-]S(=O)(=O)C(F)(F)F.[Na+]